ClC=1C2=C(N=C(N1)F)NC=C2 4-chloro-2-fluoro-7H-pyrrolo[2,3-d]pyrimidine